[N+](=O)([O-])C(CO)(CO)CO 2-nitro-2-hydroxymethyl-1,3-propanediol